C(CCC)C=1N=NN(C1)C1=CC=C(C=C1)C=1OC(=NN1)C1=CC=C(C=C1)C(C)C 2-(4-(4-butyl-1H-1,2,3-triazol-1-yl)phenyl)-5-(4-isopropylphenyl)-1,3,4-oxadiazole